2-tert-butyl-4-methoxyphenol cyclohexenecarboxylate C1(=CCCCC1)C(=O)OC1=C(C=C(C=C1)OC)C(C)(C)C